FC1=C(C2=C(N=C(O2)C2=NCCC3=C2N=CN3)C=C1)F 4-(6,7-difluorobenzo[d]oxazol-2-yl)-6,7-dihydro-1H-imidazo[4,5-c]pyridin